14-methyl-2,12-dioxa-9-azatricyclo[13.2.2.04,9]nonadecane-5,10-dione CC1COCC(N2CCCC(C2COC2CCC1CC2)=O)=O